NC1=C2N=CN(C2=NC=N1)[C@H]1[C@@H]([C@@H]([C@H](O1)COP1(OCCC(O1)C1=C(C=C(C(=C1)F)F)Cl)=S)O)O 2-(((2r,3s,4r,5r)-5-(6-amino-9H-purin-9-yl)-3,4-dihydroxytetrahydrofuran-2-yl)methoxy)-4-(2-chloro-4,5-difluorophenyl)-1,3,2-dioxaphosphorinane 2-sulfide